5-cyclopropyl-3-(2,6-dichlorophenyl)-4-(iodomethyl)isoxazole C1(CC1)C1=C(C(=NO1)C1=C(C=CC=C1Cl)Cl)CI